C(=O)O.C(=O)O.C=1(C(=CC=CC1)C)C o-xylene diformate